3-((R)-7-(4-chloro-3-(trifluoromethyl)benzoyl)-2-(isopropylamino)-6-methyl-4-oxo-5,6,7,8-tetrahydropyrido[3,4-d]pyrimidin-3(4H)-yl)-N-methylcyclohexanecarboxamide ClC1=C(C=C(C(=O)N2CC=3N=C(N(C(C3C[C@H]2C)=O)C2CC(CCC2)C(=O)NC)NC(C)C)C=C1)C(F)(F)F